2,3-dimercaptopropanesulfonate SC(CS(=O)(=O)[O-])CS